tert-butyl (3S,4S)-3-hydroxy-4-[3-[3-[(4-methoxyphenyl)methyl]-2,4-dioxo-hexahydropyrimidin-1-yl]-1-methyl-indazol-6-yl]piperidine-1-carboxylate O[C@@H]1CN(CC[C@H]1C1=CC=C2C(=NN(C2=C1)C)N1C(N(C(CC1)=O)CC1=CC=C(C=C1)OC)=O)C(=O)OC(C)(C)C